CC(CC(=O)OC(C1=CC=CC=C1)=O)CC=C benzoyl 3-methyl-5-hexenoate